(2R,4aS,4bR,6aS,7R,7aS,8aR,8bR,8cR,10aR)-6a-methyl-7-((2S,3S)-4,4,4-trifluoro-3-hydroxybutan-2-yl)-2-(trifluoromethyl)octadecahydrocyclopropa[4,5]cyclopenta[1,2-a]phenanthren-2-ol C[C@@]12[C@H]([C@@H]3CC[C@@H]4C[C@@](CC[C@@H]4[C@H]3CC1)(O)C(F)(F)F)[C@H]1[C@@H]([C@@H]2[C@H](C)[C@@H](C(F)(F)F)O)C1